COC(NC=1N=C(C2=C(N1)C(=NN2CC2=C(C=C(C=C2)CO)OC)Br)NCCCC)=O (3-bromo-7-(butylamino)-1-(4-(hydroxymethyl)-2-methoxybenzyl)-1H-pyrazolo[4,3-d]Pyrimidin-5-yl)carbamic acid methyl ester